C=1N=CN2C1CN(CC2)C=2C1=C(N=C(N2)N(CCOC)CCOC)C(=NC(=N1)N(CCOC)CCOC)N1CCC(CC1)OC 4-(5,6-dihydroimidazo[1,5-a]pyrazin-7(8H)-yl)-N2,N2,N6,N6-tetrakis(2-methoxyethyl)-8-(4-methoxypiperidin-1-yl)pyrimido[5,4-d]pyrimidine-2,6-diamine